(R)-(+)-trans-(4-pyridyl)-4-(1-aminoethyl)cyclohexanecarboxamide N1=CC=C(C=C1)C1(CCC(CC1)[C@@H](C)N)C(=O)N